tri-methyl-butyl-phenol CC=1C(=C(C(=C(C1)O)CCCC)C)C